1-(3-chlorobenzyl)-N-((3S,4S)-1,3-dimethylpiperidin-4-yl)cyclopropane-1-carboxamide ClC=1C=C(CC2(CC2)C(=O)N[C@@H]2[C@H](CN(CC2)C)C)C=CC1